4,7-Dihydrothieno[2,3-c]pyridine-2,6(5H)-dicarboxylic acid 6-(tert-butyl) 2-methyl ester COC(=O)C1=CC2=C(CN(CC2)C(=O)OC(C)(C)C)S1